cis-2-tridecene-1,13-dicarboxylic acid C(\C=C/CCCCCCCCCCC(=O)O)C(=O)O